N-(3-imino-3-(phenethylamino)propyl)-1-methyl-4-(1-methyl-4-nitro-1H-pyrrole-2-carboxamido)-1H-pyrrole-2-carboxamide N=C(CCNC(=O)C=1N(C=C(C1)NC(=O)C=1N(C=C(C1)[N+](=O)[O-])C)C)NCCC1=CC=CC=C1